FC1=C(C(=CC=C1)F)C1=NN(C=C1C=1C2=C(N=CN1)C=C(C(=N2)NC(=O)[C@@]21CN(C[C@H]1C2)C)OC)C (1S,5S)-N-(4-(3-(2,6-difluorophenyl)-1-methyl-1H-pyrazol-4-yl)-7-methoxypyrido[3,2-d]pyrimidin-6-yl)-3-methyl-3-azabicyclo[3.1.0]hexane-1-carboxamide